C(C1=CC=CC=C1)(=O)OCCCN1CCC2=CC(=CC=C12)Br 1-(3-benzoyloxypropyl)-5-bromoindoline